C(N)(OC1=C(C(=C(C(=C1)F)O)C(C)(C)C)F)=O (tert-butyl 2,5-difluoro-4-hydroxyphenyl) carbamate